3-(3-chloro-5-(trifluoromethyl)pyridin-2-yloxy)pyrrolidine-1-carboxylic acid tert-butyl ester C(C)(C)(C)OC(=O)N1CC(CC1)OC1=NC=C(C=C1Cl)C(F)(F)F